5-(4-((2-chloropyrrolo[2,1-f][1,2,4]triazin-4-yl)amino)-1H-imidazol-1-yl)-N-(cyclopropylmethyl)-2,3-dimethoxybenzamide ClC1=NN2C(C(=N1)NC=1N=CN(C1)C=1C=C(C(=C(C(=O)NCC3CC3)C1)OC)OC)=CC=C2